CC1=C(C(=CC(=C1)C)C)N1C(N(CC1)C1=C(C=C(C=C1C)C)C)=[Ru-4](=CC1=C(C=CC(=C1)[N+](=O)[O-])OC(C)C)(Cl)Cl (1,3-bis(2,4,6-trimethylphenyl)imidazolidin-2-ylidene)dichloro(2-isopropoxy-5-nitrobenzylidene)ruthenium (II)